BrC=1C(=NC(=NC1)NC1=CC(=C(C=C1OC)N1CCC(CC1)N1CCNCC1)CC)NC=1C(=C2C=CC(=NC2=CC1)C)P(=O)(C)C 4-(1-(4-((5-bromo-4-((5-(dimethylphosphoryl)-2-methylquinolin-6-yl)amino)pyrimidin-2-yl)amino)-2-ethyl-5-methoxyphenyl)piperidin-4-yl)piperazine